3-Methyl-isoxazole-4-carboxylic acid [5-(1-methyl-2-oxo-1,2,3,4-tetrahydro-quinolin-6-yl)-pyridin-3-ylmethyl]-amide CN1C(CCC2=CC(=CC=C12)C=1C=C(C=NC1)CNC(=O)C=1C(=NOC1)C)=O